C(C1=CC=CC=C1)OC1=CC(=C(C(=O)OC2=C(C(=C(C(=O)OCOC)C(=C2C)OCOC)C)F)C(=C1)C)OC methoxymethyl 4-((4-(benzyloxy)-2-methoxy-6-methylbenzoyl)oxy)-3-fluoro-6-(methoxymethoxy)-2,5-dimethylbenzoate